ClC=1C2=C(C=NC=3OC(C4C5CCC(CN4C(=NC1CCN(C)C)C23)N5C(=O)[O-])C)F 16-chloro-17-[2-(dimethylamino)ethyl]-14-fluoro-9-methyl-10-oxa-2,12,18,20-tetrazapentacyclo[9.7.1.14,7.02,8.015,19]icosa-1(18),11(19),12,14,16-pentaene-20-carboxylate